((4r,5s,7r,8r,9s,10r)-8,10-dihydroxy-7-(hydroxymethyl)-9-(4-(3,4,5-trifluorophenyl)-1H-1,2,3-triazol-1-yl)-1,6-dioxaspiro[4.5]dec-4-yl)benzofuran-3-carboxamide O[C@H]1[C@H](O[C@@]2([C@H](CCO2)C=2OC3=C(C2C(=O)N)C=CC=C3)[C@@H]([C@H]1N1N=NC(=C1)C1=CC(=C(C(=C1)F)F)F)O)CO